(S)-1-(5-(2-(2-aminopyridin-3-yl)-5-(1H-pyrazol-1-yl)-3H-imidazo[4,5-b]pyridin-3-yl)-2,3-dihydro-1H-inden-1-yl)-3-isopropylurea NC1=NC=CC=C1C1=NC=2C(=NC(=CC2)N2N=CC=C2)N1C=1C=C2CC[C@@H](C2=CC1)NC(=O)NC(C)C